BrC=1C(=CC(=C(C1)C(CCl)=O)O)C 1-(5-bromo-2-hydroxy-4-methylphenyl)-2-chloroethane-1-one